ethyl 2-fluoro-3-[1-methyl-4-[[2-(2-morpholinoethoxy)phenyl]methyl]pyrazol-3-yl]-3-oxo-propanoate FC(C(=O)OCC)C(=O)C1=NN(C=C1CC1=C(C=CC=C1)OCCN1CCOCC1)C